butyl 3-(1,1,1-trifluoro-2-hydroxypropan-2-yl)pyrrolidine-1-carboxylate FC(C(C)(O)C1CN(CC1)C(=O)OCCCC)(F)F